FC(C1=NN=C(O1)C1=CC=C(CN2C(N(C3=C2C=C(C=C3)F)C3CCNCC3)=O)C=C1)F 3-(4-(5-(Difluoromethyl)-1,3,4-oxadiazol-2-yl)benzyl)-5-fluoro-1-(piperidin-4-yl)-1,3-dihydro-2H-benzo[d]imidazol-2-one